NC1=NC=2C=CC=CC2C2=C1NC(N2CC2=CC(=CC=C2)CNC(C)(C)C)=O 4-amino-1-(3-((tert-butylamino)methyl)benzyl)-1H-imidazo[4,5-c]quinolin-2(3H)-one